tertiary-butyl alcohol C(C)(C)(C)O